2-(3-fluoro-2-methoxyphenyl)-6a-(fluoromethyl)-6a,7,9,10-tetrahydro-5H-pyrazino[1',2':4,5]pyrazino[2,3-c]pyridazine FC=1C(=C(C=CC1)C=1C=C2C(=NN1)NCC1(N2CCNC1)CF)OC